C1(CC1)CC1=CNC=2N=CN=C(C21)NC2CCC(N(C2)C(C=C)=O)CC 1-(5-((5-(cyclopropylmethyl)-7H-pyrrolo[2,3-d]pyrimidin-4-yl)amino)-2-ethylpiperidin-1-yl)prop-2-en-1-one